3,6-dichloro-4-ethyl-pyridazine ClC=1N=NC(=CC1CC)Cl